4-oxo-chromene-7-carbonitrile O=C1C=COC2=CC(=CC=C12)C#N